C(C)(C)(C)N[C@@H](CC1=CC=CC=C1)C(=O)NCC(=O)O t-butyl-phenylalanyl-Glycine